rac-N-[5-(difluoromethyl)-6-methyl-3-pyridyl]-2-[(2S,5R)-5-methyl-2-(2-oxo-3,4-dihydro-1H-Quinolin-6-yl)-1-piperidyl]-2-oxo-acetamide FC(C=1C=C(C=NC1C)NC(C(=O)N1[C@@H](CC[C@H](C1)C)C=1C=C2CCC(NC2=CC1)=O)=O)F |r|